3-(4-(3-Methylpyridin-2-yl)piperazin-1-yl)-4-(trifluoromethyl)benzo[d]isoxazole CC=1C(=NC=CC1)N1CCN(CC1)C1=NOC2=C1C(=CC=C2)C(F)(F)F